1,3,4,7-tetrahydro-2H-pyrrolo[3',2':5,6]pyrido[2,3-b][1,4]oxazepine N1C2=C(OCCC1)N=C1C(=C2)C=CN1